(6-(5-((4-(1H-pyrazol-4-yl)phenyl)amino)-1,3,4-thiadiazol-2-yl)-1-methyl-4,5,6,7-tetrahydro-1H-pyrrolo[2,3-c]pyridin-2-yl)(3,3-difluoroazetidin-1-yl)methanone N1N=CC(=C1)C1=CC=C(C=C1)NC1=NN=C(S1)N1CC2=C(CC1)C=C(N2C)C(=O)N2CC(C2)(F)F